BrC1=C(C=CC(=C1)Cl)C1=C(C=CC(=C1)C(C)(C)C)C1=CC=C(C=C1)C(C)(C)C 2-(2-bromo-4-chlorophenyl)-4,4'-di-tert-butyl-1,1'-biphenyl